3-(4-chlorophenyl)-5-(1H-imidazol-4-yl)-4-hydroxy-1H-pyrazole ClC1=CC=C(C=C1)C1=NNC(=C1O)C=1N=CNC1